N-((4r,5s,7r,8r,9s,10r)-8,10-dihydroxy-7-(hydroxymethyl)-9-(4-(3,4,5-trifluorophenyl)-1H-1,2,3-triazol-1-yl)-1,6-dioxaspiro[4.5]dec-4-yl)-2-naphthamide O[C@H]1[C@H](O[C@@]2([C@@H](CCO2)NC(=O)C2=CC3=CC=CC=C3C=C2)[C@@H]([C@H]1N1N=NC(=C1)C1=CC(=C(C(=C1)F)F)F)O)CO